C1(CCC(CCC1)C(=O)O)C(=O)O cycloheptane-1,4-dicarboxylic acid